C(C)(C)(C)OC(=O)N[C@@H](C(C(=O)OCC)CSC)C(C)C (3R)-ethyl 3-((tert-butoxycarbonyl)amino)-4-methyl-2-((methylthio)methyl)pentanoate